C1(CC1)C=1C(=NC(=NC1)N1CCN(CC1)C(=O)[O-])C=1C=NC2=CC=CC=C2C1 4-(5-Cyclopropyl-4-(quinolin-3-yl)pyrimidin-2-yl)piperazine-1-carboxylate